C(#N)C1=CC=C(C=N1)N(CCC1OCC2(CO1)CCN(CC2)C(=O)OC(C)(C)C)CC2=CC(=C(C=C2)OC)F tert-butyl 3-(2-((6-cyanopyridin-3-yl)(3-fluoro-4-methoxybenzyl)amino)ethyl)-2,4-dioxa-9-azaspiro[5.5]undecane-9-carboxylate